N-(2-carboxy)ethyl-3-aminopropyl-methyl-silanediol C(=O)(O)CCNCCC[Si](O)(O)C